C1N(CC[C@H]2NN3C(C=NC4(CC3)CC4)=C21)C(=O)[O-] r-hexahydrospiro[cyclopropane-1,9'-pyrido[4',3':3,4]pyrazolo[1,5-a][1,4]diazepine]-2'(1H)-carboxylate